6-cyano-2-methyl-2-(naphthalen-2-yl)hexanoic acid methyl ester COC(C(CCCCC#N)(C1=CC2=CC=CC=C2C=C1)C)=O